SCCCC[Si](OCC)(C)C mercaptopropyl-trimethyl-(ethoxysilane)